ClC1=CC=C2C(=NN(C2=C1C1CC1)CC#C)C1=C(C(=O)N)C=CC(=C1)F (6-chloro-7-cyclopropyl-1-(prop-2-yn-1-yl)-1H-indazol-3-yl)-4-fluorobenzamide